((S)-3-(2-fluoro-3-(methylsulfonyl)phenoxy)-2-hydroxypropyl)carbamic acid tert-butyl ester C(C)(C)(C)OC(NC[C@@H](COC1=C(C(=CC=C1)S(=O)(=O)C)F)O)=O